NC1=CC(=C(C(=N1)C=1C=C2C3=C(N(CN=C3C1)Cl)N(CCO2)CCN(C(OC(C)(C)C)=O)C)C(F)(F)F)C tert-butyl (2-(9-(6-amino-4-methyl-3-(trifluoromethyl)pyridin-2-yl)-3-chloro-5,6-dihydro-4H-[1,4]oxazepino[5,6,7-de]quinazolin-4-yl)ethyl)(methyl)carbamate